N[C@H]1C[C@H](N(CC1)C(=O)N1CC2(CCCC2)[C@@H](CC1)CN1C=NC(=CC1=O)C1=C(C=CC=C1)OC)C1=CC=CC=C1 3-(((R)-7-((2S,4R)-4-Amino-2-phenylpiperidine-1-carbonyl)-7-azaspiro[4.5]decan-10-yl)methyl)-6-(2-methoxyphenyl)pyrimidin-4(3H)-one